(3,4-dimethoxyphenyl)(4-((((S)-tetrahydrofuran-3-yl)oxy)methyl)phenyl)methanol COC=1C=C(C=CC1OC)C(O)C1=CC=C(C=C1)CO[C@@H]1COCC1